[C@@H]12COC[C@H]2C1C(=O)NC1=NC=CC(=C1)C=1C=CC2=C(CCCC[C@@H]2NC(=O)C2=NC(=NO2)C(C)(C)C)C1 N-((S)-2-(2-((1S,5R,6r)-3-oxabicyclo[3.1.0]hexane-6-carboxamido)pyridin-4-yl)-6,7,8,9-tetrahydro-5H-benzo[7]annulen-5-yl)-3-(tert-butyl)-1,2,4-oxadiazole-5-carboxamide